C(=C)C1=C(C=CC=C1)C1=CC=CC=C1 2-vinyl-1,1'-biphenyl